CO[C@@]1(COCC1)C1=CC(=CC(=N1)C=1C=C(N2C=NC(=CC21)C(=O)OCC)C)C Ethyl (R)-5-(6-(3-methoxytetrahydrofuran-3-yl)-4-methylpyridin-2-yl)-7-methylpyrrolo[1,2-c]pyrimidine-3-carboxylate